1-methyl-4-[5-(4,4,5,5-tetramethyl-1,3,2-dioxaborolan-2-yl)-1,3-benzothiazol-2-yl]piperidin-4-ol CN1CCC(CC1)(O)C=1SC2=C(N1)C=C(C=C2)B2OC(C(O2)(C)C)(C)C